N-methyl-N-(oxetan-4-yl)carbamoyl chloride CN(C(=O)Cl)C1CCO1